3-(2-fluorophenyl)-1-(2,3,4-trimethoxyphenyl)prop-2-en-1-one FC1=C(C=CC=C1)C=CC(=O)C1=C(C(=C(C=C1)OC)OC)OC